(4-methylbenzyl)-1H-imidazole-2-carboxylic acid ethyl ester C(C)OC(=O)C=1N(C=CN1)CC1=CC=C(C=C1)C